N[C@@H](CC(=O)O)C1=CC=C(C=C1)Br (S)-3-amino-3-(4-bromophenyl)propionic acid